BrC=1C=CC=2N(C3=CC=C(C=C3SC2C1)OC)C(=O)OC(C)(C)C tert-butyl 3-bromo-7-methoxy-phenothiazine-10-carboxylate